4-tert-butylbenzoat C(C)(C)(C)C1=CC=C(C(=O)[O-])C=C1